3-methylpyridino[2,3-d]pyridazine-5,8-diol CC1=CC=2C(=C(N=NC2O)O)N=C1